C(NC(C1=NC=C(C=C1)N1CCN(CC1)CC=1C=NC=2C(=C(C(NC2C1)=O)C(F)(F)F)C)=O)([2H])([2H])[2H] N-(methyl-d3)-5-(4-((8-methyl-6-oxo-7-(trifluoromethyl)-5,6-dihydro-1,5-naphthyridin-3-yl)methyl)piperazin-1-yl)picolinamide